cyclopropyl-cyclohexane tert-butyl-3-iodo-2-(4-methoxyphenyl)-6,7-dihydropyrazolo[1,5-a]pyrazine-5(4H)-carboxylate C(C)(C)(C)OC(=O)N1CC=2N(CC1)N=C(C2I)C2=CC=C(C=C2)OC.C2(CC2)C2CCCCC2